2-chloro-4-(difluoromethyl)-6-methoxypyridine ClC1=NC(=CC(=C1)C(F)F)OC